C1(CC1)S(=O)(=O)C=1C=C2CN(C(C2=CC1)C(=O)NC1=CC=C(C=C1)C(C(F)(F)F)(C(F)(F)F)O)C(=O)C1(CC1)OC 5-(Cyclopropylsulfonyl)-N-[4-(1,1,1,3,3,3-hexafluoro-2-hydroxypropan-2-yl)phenyl]-2-[(1-methoxycyclopropyl)carbonyl]-2,3-dihydro-1H-isoindol-1-carboxamid